N3-(6-fluorophenylmethyl)-1-(piperidin-4-yl)-1H-pyrazolo[3,4-d]pyrimidine-3,4-diamine FC1=CC=CC=C1CNC1=NN(C2=NC=NC(=C21)N)C2CCNCC2